Diaminobutyrat NC(C(=O)[O-])(CC)N